4-((S)-1-((R)-1-((2-(3,5-difluorobenzyl)oxazol-4-yl)amino)-1-oxopropan-2-yl)-4,4-difluoropiperidin-3-yl)pyridine 1-oxide FC=1C=C(CC=2OC=C(N2)NC([C@@H](C)N2C[C@@H](C(CC2)(F)F)C2=CC=[N+](C=C2)[O-])=O)C=C(C1)F